CN(N(C(=O)OC(C)(C)C)C)C(=O)O[C@H]1C[C@H](CC1)C1=NN(C(=C1)N)C(C)(C)C 1-((1R,3S)-3-(5-amino-1-(tert-butyl)-1H-pyrazol-3-yl)cyclopentyl) 2-(tert-butyl) 1,2-dimethylhydrazine-1,2-dicarboxylate